OC1(CN(C1)C=1C=C2C=NC(=NN2C1)N[C@@H]1C[C@H](CC1)NC1=CC=C(C=N1)N1C(C=CC=C1)=O)C 6'-(((1S,3S)-3-((6-(3-hydroxy-3-methylazetidin-1-yl)pyrrolo[2,1-f][1,2,4]triazine-2-yl)amino)cyclopentyl)amino)-2H-[1,3'-bipyridyl]-2-one